2-methyl-4,6-nonanedione CC(C)CC(CC(CCC)=O)=O